(p-tolyl)-2-bromoacetamide C1(=CC=C(C=C1)C(C(=O)N)Br)C